C(C)N(CC)CCN(CCOC(OC(CCCCCCCCC(=O)OCC(CCCCCCCC)CCCCCC)CCCCCC)=O)CCOC(CCCCCCC\C=C/CCCCCCCC)=O 2-hexyldecyl 3-ethyl-12-hexyl-6-(2-(oleoyloxy) ethyl)-10-oxo-9,11-dioxa-3,6-diaza-heneicosane-21-oate